COCCC1=C(N(OC(C)=O)OC(C)=O)C=C(C=C1)NC(C)=O 2-methoxy-5-acetamido-N,N-diacetoxyethyl-aniline